rac-(3'S,5S)-2-(2-ethoxypyridin-3-yl)-3'-ethyl-1'-[6-methoxy-2-(trifluoromethyl)pyridin-3-yl]-7-[(3S)-pyrrolidin-3-yl]spiro[6H-1,7-naphthyridine-5,4'-piperidine]-8-one C(C)OC1=NC=CC=C1C1=NC=2C(N(C[C@@]3([C@@H](CN(CC3)C=3C(=NC(=CC3)OC)C(F)(F)F)CC)C2C=C1)[C@@H]1CNCC1)=O |&1:15,16|